O1C=CC2=C1C(=CC=C2)N2CCCCC2 (1-benzofuran-7-yl)piperidine